COC(=O)C=1C=2N(C=CC1C=1C=NN(C1C)CC13CC4CC(CC(C1)C4)C3)C(=CN2)C=2C=NC(=C(C2)F)NC=2SC3=C(N2)C=CC=C3 7-(1-(adamantan-1-ylmethyl)-5-methyl-1H-pyrazol-4-yl)-3-(6-(benzo[d]thiazol-2-ylamino)-5-fluoropyridin-3-yl)imidazo[1,2-a]pyridine-8-carboxylic acid methyl ester